C(=O)O.N1=CN=C(C2=CC=CC=C12)N quinazolin-4-amine formate salt